NC1=NC=C(C=N1)C=1C=C(C=C(C1)N1CCOCC1)S(=O)(=O)C1CN(C1)C(=O)NC(C)(C)C 3-((3-(2-aminopyrimidin-5-yl)-5-morpholinophenyl)sulfonyl)-N-(tert-butyl)azetidine-1-carboxamide